1,5,6-trifluoro-4-(4,4,5,5-tetramethyl-1,3,2-dioxaborolan-2-yl)naphthalene FC1=CC=C(C2=C(C(=CC=C12)F)F)B1OC(C(O1)(C)C)(C)C